(2S,3R,4R,5S,6R)-2-(3-(benzo[b]thiophen-2-ylmethyl)-4-chlorophenyl)-6-(hydroxymethyl)tetrahydro-2H-thiopyran-3,4,5-triol S1C2=C(C=C1CC=1C=C(C=CC1Cl)[C@@H]1S[C@@H]([C@H]([C@@H]([C@H]1O)O)O)CO)C=CC=C2